OC=1C(=NC=CN1)C(=O)N1CC2(CN(C2)C(=O)C2(CC2)C(F)(F)F)[C@@H](C1)C(=O)N1C(OC[C@H]1C1=CC=CC=C1)=O (R)-3-((S)-6-(3-hydroxypyrazine-2-carbonyl)-2-(1-(trifluoromethyl)cyclopropane-1-carbonyl)-2,6-diazaspiro[3.4]octane-8-carbonyl)-4-phenyloxazolidin-2-one